FC=1C=C(C=CC1)N1C[C@@H](CCC1)NC(OC(C)(C)C)=O Tert-butyl (R)-(1-(3-fluorophenyl)piperidin-3-yl)carbamate